C(C)(C)(C)OC(=O)N1[C@@H](CN([C@H](C1)C)C=1C2=C(N=CN1)NC=C2Br)C.C2NCCC1=CC=C(C=C21)OCC=2C=C1C=CC=NC1=CC2 6-(((1,2,3,4-Tetrahydroisoquinolin-7-yl)oxy)methyl)quinoline tert-butyl-(2R,5S)-4-(5-bromo-7H-pyrrolo[2,3-d]pyrimidin-4-yl)-2,5-dimethylpiperazine-1-carboxylate